tert-butyl (2-(5-phenyl-1H-pyrrole-2-carboxamido)ethyl)carbamate C1(=CC=CC=C1)C1=CC=C(N1)C(=O)NCCNC(OC(C)(C)C)=O